C(C1=CC=CC=C1)N1C2=NC=NC(=C2N=C1C1=C(C=C(C=C1)OCC1CCN(CC1)C)Cl)OC1(CC1)C 9-benzyl-8-(2-chloro-4-((1-methylpiperidin-4-yl)methoxy)phenyl)-6-(1-methylcyclopropoxy)-9H-purine